7-(4-(4-(aminomethyl)-1-oxo-1,2-dihydrophthalazin-6-yl)-1-methyl-1H-pyrazol-5-yl)quinoline-8-carbonitrile NCC1=NNC(C2=CC=C(C=C12)C=1C=NN(C1C1=CC=C2C=CC=NC2=C1C#N)C)=O